C(C1=CC=CC=C1)N1C2=C(OCC1CCO)C=CC(=C2)NC(=O)NC2=CC=C1C=CNC1=C2 1-(4-benzyl-3-(2-hydroxyethyl)-3,4-dihydro-2H-benzo[b][1,4]oxazin-6-yl)-3-(1H-indol-6-yl)urea